N1N=CC=2C1=COC=CC2 1H-oxepino[3,4-c]pyrazole